(4e,8z)-dodeca-4,8-dien-1-ol C(CC\C=C\CC\C=C/CCC)O